OC(C([2H])([2H])[2H])C=1C(=CC(=NC1)C=C)C1=NC=2C=CC3=C(C2C=C1)C1=C(S3)CN[C@@H](CN1)C (10R)-3-(5-(1-hydroxyethyl-2,2,2-d3)-2-vinylpyridin-4-yl)-10-methyl-9,10,11,12-tetrahydro-8H-[1,4]diazepino[5',6':4,5]thieno[3,2-f]quinolin